ethylenebis(dibutyldithiocarbamate) C(CN(C([SH-]CCCC)=S)CCCC)N(C([SH-]CCCC)=S)CCCC